(2R)-2-(6-{5-chloro-2-[(oxan-4-yl)amino]pyrimidin-4-yl}-1-oxo-2,3-dihydro-1H-isoindol-2-yl)-N-[(1S)-2-hydroxy-1-[2-(4-methylpiperazin-1-yl)pyridin-4-yl]ethyl]propanamide ClC=1C(=NC(=NC1)NC1CCOCC1)C1=CC=C2CN(C(C2=C1)=O)[C@@H](C(=O)N[C@H](CO)C1=CC(=NC=C1)N1CCN(CC1)C)C